NC1=NC=NN2C1=C(C=C2C2CCN(CC2)C(C(C)C)=O)C2=CC=C(C=C2)C2=C(C(N(C(N2C(C)C)=O)C=2C=NN(C2)C)=O)C(=O)N (4-(4-amino-7-(1-isobutyrylpiperidin-4-yl)pyrrolo[2,1-f][1,2,4]triazin-5-yl)phenyl)-1-isopropyl-3-(1-methyl-1H-pyrazol-4-yl)-2,4-dioxo-1,2,3,4-tetrahydropyrimidine-5-carboxamide